(((S)-1-oxo-1-(((S)-tetrahydrofurane-3-yl)oxy)propan-2-yl)amino)phosphorus O=C([C@H](C)N[P])O[C@@H]1COCC1